pentenyl-butyl-phosphinic acid C(=CCCC)P(O)(=O)CCCC